2,7-dichloro-8-fluoro-4-(1-piperidyl)pyrido[4,3-d]pyrimidine ClC=1N=C(C2=C(N1)C(=C(N=C2)Cl)F)N2CCCCC2